methyl 1-(4-(cyclohexylmethoxy) benzyl)-1H-imidazole-4-carboxylate C1(CCCCC1)COC1=CC=C(CN2C=NC(=C2)C(=O)OC)C=C1